[6-(hydroxymethyl)-1,4-diazepan-1-yl]-[1-(4-methoxyphenyl)-1,4,6,7-tetrahydropyrano[4,3-c]pyrazol-3-yl]methanone OCC1CNCCN(C1)C(=O)C=1C2=C(N(N1)C1=CC=C(C=C1)OC)CCOC2